Cl.N1(CCOCC1)C1=NC2=C(N=CC=C2C=C1)C1=NNC=C1 2-(morpholin-4-yl)-8-(1H-pyrazol-3-yl)-[1,7]Naphthyridine hydrochloride